C1(=CC=CC=C1)N1CCN(CC1)CC=1NC2=CC=CC=C2C1 2-[(4-phenylpiperazin-1-yl)methyl]-1H-indole